COC(=O)C1=CC=2N(C(=C1)C1=CC=C(C=C1)C#N)N=CN2.ClC2=NC=CC(=C2)C2(CCNCC2)F 2-chloro-4-(4-fluoro-4-piperidinyl)pyridine methyl-5-(4-cyanophenyl)-[1,2,4]triazolo[1,5-a]pyridine-7-carboxylate